CC=1C=C(C=CC1)N(C1=CC=C(C=C1)N(C1=CC=C(C=C1)C1=CC=C(C=C1)N(C1=CC=CC=C1)C1=CC=C(C=C1)N(C1=CC(=CC=C1)C)C1=CC(=CC=C1)C)C1=CC=CC=C1)C1=CC(=CC=C1)C N4,N4'-bis{4-[bis(3-methylphenyl)amino]phenyl}-N4,N4'-diphenyl-(1,1'-biphenyl)-4,4'-Diamine